Ethyl (Z)-2-fluoro-3-(6-methylpyridin-4-yl)acrylate F\C(\C(=O)OCC)=C/C1=CC=NC(=C1)C